(S)-7-((S)-5-Chloro-6-fluoro-2-phenyl-2-(pyrrolidin-2-yl)-2,3-dihydrobenzofuran-4-yl)-8-fluoro-[1,2,4]triazolo[4,3-a]pyridine-6-carboxamide ClC=1C(=CC2=C(C[C@@](O2)([C@H]2NCCC2)C2=CC=CC=C2)C1C1=C(C=2N(C=C1C(=O)N)C=NN2)F)F